disodium pentalene C1=CC=C2C=CC=C12.[Na].[Na]